OC1=C(C=CC=C1)C1=CC(=CN=N1)C1=CC=C(C=C1)N1CCNCC1 4-(4-(6-(2-hydroxyphenyl)pyridazin-4-yl)phenyl)piperazin